tert-butyl 4-({2-acetyl-6-[2-amino-4-(methoxycarbonyl) phenyl]-2,7-diazaspiro[3.5]nonan-7-yl}methyl)-5-methoxy-7-methylindole-1-carboxylate C(C)(=O)N1CC2(C1)CC(N(CC2)CC2=C1C=CN(C1=C(C=C2OC)C)C(=O)OC(C)(C)C)C2=C(C=C(C=C2)C(=O)OC)N